(R)-N-(1-(4-(ethylsulfonyl)phenyl)-2-hydroxyethyl)-3-fluoro-4-(8-methyl-1,1-dioxo-3,4-dihydro-2H-benzo[b][1,4,5]oxathiazin-2-yl)benzamide 4-ethoxy-1-naphthyl-carbonate C(C)OC1=CC=C(C2=CC=CC=C12)OC(O)=O.C(C)S(=O)(=O)C1=CC=C(C=C1)[C@H](CO)NC(C1=CC(=C(C=C1)N1S(C2=C(OC1)C=CC=C2C)(=O)=O)F)=O